C1=C(C=CC2=CC=CC=C12)C=1NC=CN1 2-(2-naphthyl)imidazole